COCCOC=O.CN(CCC1=CN(C2=CC=CC=C12)C(=O)O)C 3-(2-(dimethylamino)ethyl)-1H-indole-1-carboxylic acid 2-methoxyethyl-formate